1-(4-(4-morpholinyl-6-(5-(morpholinomethyl)thiophen-2-yl)-1,3,5-triazin-2-yl)phenyl)-3-(pyridin-3-yl)urea N1(CCOCC1)C1=NC(=NC(=N1)C=1SC(=CC1)CN1CCOCC1)C1=CC=C(C=C1)NC(=O)NC=1C=NC=CC1